(R)-3,4-difluoro-N-((1-(4-(hydroxyamino)-1-(1H-indol-5-yl)-4-oxobutan-2-yl)-1H-1,2,3-triazol-4-yl)methyl)benzamide FC=1C=C(C(=O)NCC=2N=NN(C2)[C@H](CC=2C=C3C=CNC3=CC2)CC(=O)NO)C=CC1F